3-(3,5-bis(trifluoromethyl)phenyl)urea FC(C=1C=C(C=C(C1)C(F)(F)F)NC(N)=O)(F)F